6-bromo-1-(2,2,2-trifluoroethyl)-1H-indazole-3-carbonitrile BrC1=CC=C2C(=NN(C2=C1)CC(F)(F)F)C#N